OP(O)(O)=O Hydroxyphosphonic acid